2-nitro-3'-bromobiphenyl [N+](=O)([O-])C1=C(C=CC=C1)C1=CC(=CC=C1)Br